NC1=C(C=C(C=N1)C=1C=C2N(N1)CC[C@]21CN(CC1)C(=O)NC1(CC1)C1=NC=CC=C1)C(F)(F)F (3R)-2'-[6-amino-5-(trifluoromethyl)pyridin-3-yl]-N-[1-(pyridin-2-yl)cyclopropyl]-5',6'-dihydrospiro[pyrrolidine-3,4'-pyrrolo[1,2-b]pyrazole]-1-carboxamide